N1CC(C1)COC1=CC=C(OCC=2C=C(C=CC2)NC(=O)C2=CC3=C(N2C)C=CS3)C=C1 N-[3-[[4-(azetidin-3-ylmethoxy)phenoxy]methyl]phenyl]-4-methyl-thieno[3,2-b]pyrrole-5-carboxamide